N-[3-(4-ethyl-6-oxo-1,6-dihydropyrimidin-2-yl)-2-fluoro-4-(trifluoromethyl)benzyl]-1-[5-(Trifluoromethyl)pyridin-2-yl]piperidine-4-carboxamide C(C)C=1N=C(NC(C1)=O)C=1C(=C(CNC(=O)C2CCN(CC2)C2=NC=C(C=C2)C(F)(F)F)C=CC1C(F)(F)F)F